CS(=O)(=O)C=1C=NC2=CC(=NC(=C2C1)OC1CCC(CC1)NC(=O)C=1OC=CN1)N1CCOCC1 N-((1s,4s)-4-((3-(methylsulfonyl)-7-morpholino-1,6-naphthyridin-5-yl)oxy)cyclohexyl)oxazole-2-carboxamide